ClC1=NC(=NC(=C1C1OCCO1)Cl)SC 4,6-dichloro-5-(1,3-dioxolan-2-yl)-2-(methylsulfanyl)pyrimidine